C1(=CC=CC=C1)P(CC1=C(C=CC=C1)CCP(C1=CC=CC=C1)C1=CC=CC=C1)C1=CC=CC=C1 α,β-bis(diphenylphosphino)-2-ethyltoluene